C(C)N1C=2C=CC(=CC2C(C2=CC=CC=C12)=O)S(=O)(=O)C1=C(C(=O)N)C=CC=C1 ((10-ethyl-9-oxo-9,10-dihydro-acridin-2-yl)sulfonyl)benzamide